8-((benzyloxy)methyl)-6-(2,4-dimethoxypyrimidin-5-yl)imidazo[1,2-b]pyridazine C(C1=CC=CC=C1)OCC=1C=2N(N=C(C1)C=1C(=NC(=NC1)OC)OC)C=CN2